(RS)-2,6-dimethyl-4-(m-nitrophenyl)-1,4-dihydropyridine-3,5-dicarboxylate CC=1NC(=C(C(C1C(=O)[O-])C1=CC(=CC=C1)[N+](=O)[O-])C(=O)[O-])C